[Sb]([O-])(=O)(F)F.C1(=CC=CC=C1)[SH+]C1=CC=CC=C1.C1(=CC=CC=C1)[SH+]C1=CC=CC=C1.[Sb]([O-])(=O)(F)F bis(diphenylsulfonium) difluoroantimonate